(4-bromo-3-fluorophenyl)-1-(pyrrolidin-1-yl)ethan-1-one BrC1=C(C=C(C=C1)CC(=O)N1CCCC1)F